4-(4-((E)-2-(benzo[c][1,2,5]oxadiazol-5-yl)vinyl)benzamido)-N-(5-(((Z)-3-(ethylamino)-3-(ethylimino)propyl)carbamoyl)-1-methyl-1H-pyrrol-3-yl)-1-methyl-1H-pyrrole-2-carboxamide N=1ON=C2C1C=CC(=C2)/C=C/C2=CC=C(C(=O)NC=1C=C(N(C1)C)C(=O)NC1=CN(C(=C1)C(NCC/C(=N/CC)/NCC)=O)C)C=C2